C1C[C@H](O[C@H]([C@@H]1C(=O)NC2=CC=C(C=C2)F)C3=CC=C(C=C3)O)C4=CC=C(C=C4)F (2R,3R,6S)-N,6-bis(4-fluorophenyl)-2-(4-hydroxyphenyl)tetrahydro-2H-pyran-3-carboxamide